Methyl (S)-3-(4-methoxyphenyl)-2-(2-(1-(3-(3-(1-methyl-1H-pyrazol-4-yl)phenyl)propanoyl)piperidin-4-yl)acetamido)propanoate COC1=CC=C(C=C1)C[C@@H](C(=O)OC)NC(CC1CCN(CC1)C(CCC1=CC(=CC=C1)C=1C=NN(C1)C)=O)=O